methyladenosine-5'-triphosphate P(O)(=O)(OP(=O)(O)OP(=O)(O)O)OC[C@@H]1[C@H]([C@H]([C@@](O1)(N1C=NC=2C(N)=NC=NC12)C)O)O